N-methyl-3,3-difluoro-4-hydroxypiperidine CN1CC(C(CC1)O)(F)F